ClC=1C=C(C=C(C1)OC1CN(CC1)C)NC(OC1=CC=CC=C1)=O phenyl (3-chloro-5-((1-methylpyrrolidin-3-yl)oxy)phenyl)carbamate